11-(2-amino-1,1,2,2-tetradeuterio-ethyl)-12,12,13,13-tetradeuterio-6-(1,1-dideuterio-2,2,2-trifluoro-ethoxy)-1,5,11-triazatricyclo[7.4.0.02,7]trideca-2(7),3,5,8-tetraen-10-one NC(C([2H])([2H])N1C(C2=CC=3C(=NC=CC3N2C(C1([2H])[2H])([2H])[2H])OC(C(F)(F)F)([2H])[2H])=O)([2H])[2H]